ClC1=CC(=CC=2C3=CC(=CC(=C3NC12)Cl)Cl)Cl 1,3,6,8-tetrachlorocarbazole